CC(C)N(C(=O)C1=C(OC=2C(=NC=NC2)N2CC3(C2)CCN(CC3)C(=O)OC(C)(C)C)C=CC(=C1)F)C(C)C Tert-butyl 2-(5-{2-[di(prop-2-yl) carbamoyl]-4-fluorophenoxy} pyrimidin-4-yl)-2,7-diazaspiro[3.5]nonane-7-carboxylate